(2S)-2-[(tert-butoxycarbonyl)amino]-3-{2-fluoro-4-[2-(4,4,5,5-tetramethyl-1,3,2-dioxaborolan-2-yl)ethoxy]phenyl}propanoic acid C(C)(C)(C)OC(=O)N[C@H](C(=O)O)CC1=C(C=C(C=C1)OCCB1OC(C(O1)(C)C)(C)C)F